lauroyl-arginine ethyl ester (ethyllauroyl arginate) C(C)N([C@@H](CCCNC(N)=N)C(=O)O)C(CCCCCCCCCCC)=O.C(C)OC([C@@H](NC(CCCCCCCCCCC)=O)CCCNC(N)=N)=O